5-(4-cyclohexylbutoxy)-6-nitro-N-carboxypropylisoindoline-1,3-dione C1(CCCCC1)CCCCOC=1C=C2C(N(C(C2=CC1[N+](=O)[O-])=O)CCCC(=O)O)=O